C(CCCCCCCCC=C)OC(C(C)(C)Br)=O 2-bromo-2-methylpropanoic acid 10-undecenyl ester